C(C)OC=1C=CC(=NC1N1[C@H](CCC1)C)C(=O)NC1=CC=C(C(=O)O)C=C1 (S)-4-(5-ethoxy-6-(2-methylpyrrolidin-1-yl)pyridinecarboxamido)benzoic acid